N-(1-(6-(((1S,3S)-3-Aminocyclopentyl)(Cyclopropylmethyl)Amino)-5,6,7,8-Tetrahydronaphthalen-2-Yl)-2-Oxo-1,2-Dihydropyrimidin-4-Yl)Piperazine-1-Carboxamide Hydrochloride Salt Cl.N[C@@H]1C[C@H](CC1)N(C1CC=2C=CC(=CC2CC1)N1C(N=C(C=C1)NC(=O)N1CCNCC1)=O)CC1CC1